isopropyl 4-(5-chloro-3,3-dimethyl-2,3-dihydro-1H-pyrrolo[3,2-b]pyridin-1-yl)-2-((4-((2-(dimethylamino)ethyl)(methyl)amino)-2-methoxy-5-nitrophenyl)amino)pyrimidine-5-carboxylate ClC1=CC=C2C(=N1)C(CN2C2=NC(=NC=C2C(=O)OC(C)C)NC2=C(C=C(C(=C2)[N+](=O)[O-])N(C)CCN(C)C)OC)(C)C